perfluorodimethylcyclohexane C1(C(C(C(C(C1(F)F)(F)F)(F)F)(F)F)(F)F)(C(F)(F)F)C(F)(F)F